C(C)OC(CCl)=O Chloroacetic ethyl ester